BrC1=C2C(=C(N(C2=CC=C1Cl)CCCOC1=CC(=CC2=CC=CC=C12)SCC1=CC=C(C=C1)OC)C(=O)OCC)C Ethyl 4-bromo-5-chloro-1-(3-((3-((4-methoxybenzyl)thio)naphthalen-1-yl)oxy)propyl)-3-methyl-1H-indole-2-carboxylate